N1C=CC2=C(C=CC=C12)C1=CC=C(C=O)C=C1 4-(1H-INDOL-4-YL)BENZALDEHYDE